4,4'-oxybis(3-(phenylethynyl)aniline) O(C1=C(C=C(N)C=C1)C#CC1=CC=CC=C1)C1=C(C=C(N)C=C1)C#CC1=CC=CC=C1